4-methyl-5-(pyrazinyl)-3H-1,2-dithiole-3-thione CC=1C(SSC1C1=NC=CN=C1)=S